Tert-butyl 2-((2'-(diphenylphosphino)-[1,1'-biphenyl]-2-yl) methyl)-3-phenylpropionate C1(=CC=CC=C1)P(C1=C(C=CC=C1)C1=C(C=CC=C1)CC(C(=O)OC(C)(C)C)CC1=CC=CC=C1)C1=CC=CC=C1